NC([C@H](CCF)NC(OCC1C2=CC=CC=C2C=2C=CC=CC12)=O)=O (9H-Fluoren-9-yl)methyl (S)-(1-amino-4-fluoro-1-oxobutan-2-yl)carbamate